C(C=C)(=O)N1CCN(CC1)C=1C=C(C=CC1)N1N=CC(=C1)C=1C=C(C=2N(C1)N=CC2C#N)OC 6-(1-(3-(4-acryloylpiperazin-1-yl)phenyl)-1H-pyrazol-4-yl)-4-methoxypyrazolo[1,5-a]pyridine-3-carbonitrile